N[C@@H]1CCCC12CCN(CC2)C2=NC=C(C=1N2C=CN1)SC=1C(=C(C=CC1)NC(C(=O)N(C)C)=O)Cl (R)-N1-(3-((5-(1-amino-8-azaspiro[4.5]decan-8-yl)imidazo[1,2-c]pyrimidin-8-yl)thio)-2-chlorophenyl)-N2,N2-dimethyloxalamide